3-(2-amino-6-(1-(3-(methylsulfonyl)benzyl)-2-oxo-1,2-dihydropyridin-4-yl)pyrimidin-4-yl)-2-methylbenzonitrile NC1=NC(=CC(=N1)C=1C(=C(C#N)C=CC1)C)C1=CC(N(C=C1)CC1=CC(=CC=C1)S(=O)(=O)C)=O